ClC1=NC=2N(C(=C1)N(C(OC(C)(C)C)=O)CC=1N=C3N(C(=CC(=N3)C)C)C1)N=CC2C(C)C tert-butyl (5-chloro-3-isopropylpyrazolo[1,5-a]pyrimidin-7-yl)((5,7-dimethylimidazo[1,2-a]pyrimidin-2-yl)methyl)carbamate